C(C=C)(=O)O.N[C@@H](CS)C(=O)O cysteine acrylate